(S)-1-(thiophen-2-ylmethyl)-1,2,3,6-tetrahydropyridin-3-yl pivalate C(C(C)(C)C)(=O)O[C@@H]1CN(CC=C1)CC=1SC=CC1